N2-(4-fluoro-2,3-dihydrobenzofuran-3-yl)-6-(1H-indazol-6-yl)-1,3,5-triazine-2,4-diamine FC1=CC=CC2=C1C(CO2)NC2=NC(=NC(=N2)N)C2=CC=C1C=NNC1=C2